C(CCC)C(COC(CCCCCCCCC(CCCCCCCCCC)OC(=O)C1CCN(CC1)C)=O)CCCCCC 1-((2-butyloctyl) oxy)-1-oxoeicosan-10-yl-1-methylpiperidine-4-carboxylate